3-bromo-5-(1-methyl-3-(trifluoromethyl)-1H-pyrazol-4-yl)pyridine BrC=1C=NC=C(C1)C=1C(=NN(C1)C)C(F)(F)F